2-cyclohexylamino-2-tolueneacetonitrile C1(CCCCC1)NC1(C(C)C=CC=C1)CC#N